CCCCCCCC1=CC=C(C=C1)C2=CC=CC=C2 p-heptylbiphenyl